CN(C=1N=C(C2=C(N1)CC[S+]2[O-])NC2CCC2)CCC2CCOCC2 1-[[2-[methyl(2-tetrahydropyran-4-ylethyl)amino]-5-oxido-6,7-dihydrothieno[3,2-d]pyrimidin-5-ium-4-yl]amino]cyclobutane